CC(CCC\C=C\C=C)=O (E)-6,8-nonadien-2-one